[N+](=O)([O-])C1=CC=C(C=C1)NC(=O)OC1\C=C/CC2CC2CC1 (Z)-5-(((4-nitrophenyl)carbamoyl)oxy)bicyclo[6.1.0]non-3-ene